C(C)(C)(C)C1=CC([N+](C=C1)=O)Cl 4-tert-butyl-2-chloro-1-oxo-pyridin-1-ium